calcium ((2R,3R,4R,5R)-5-(5-methyl-2,4-dioxopyrimidin-1(2H)-yl)-4-methoxy-tetrahydrofuran-2-yl)-methyl butyl hydrogen phosphate P(=O)(OC[C@@H]1O[C@H]([C@@H](C1)OC)N1C(NC(C(=C1)C)=O)=O)(OCCCC)O.[Ca]